ClC1=CC=C(C=C1)CN1C([C@H](CS(C2=C1C=C(C(=C2)F)C=2OC=C(N2)CC)(=O)=O)NC(OC(C)(C)C)=O)=O tert-butyl N-[(3R)-5-[(4-chlorophenyl)methyl]-7-(4-ethyloxazol-2-yl)-8-fluoro-1,1,4-trioxo-2,3-dihydro-1λ6,5-benzothiazepin-3-yl]carbamate